BrC1=CC=CC=2C(=NOC21)C2=C(C=CC=C2)[C@H](CC2=NC=CC=C2)N[S@@](=O)C(C)(C)C (S)-N-{(S)-1-[2-(7-bromobenzo[d]isoxazol-3-yl)phenyl]-2-(pyridin-2-yl)ethyl}-2-methylpropane-2-sulfinamide